1,3-oxazole-4-carboxamide O1C=NC(=C1)C(=O)N